N1(N=NC=C1)C[C@@H]1C[C@H](CN1C#N)NC(=O)C=1OC(=CN1)C1=C(C=CC=C1)OC N-((3r,5s)-5-((1H-1,2,3-triazol-1-yl)methyl)-1-cyanopyrrolidin-3-yl)-5-(2-methoxyphenyl)oxazole-2-carboxamide